2-(1H-benzo[d]imidazol-2-yloxy)-N,N-dimethylethanamine N1C(=NC2=C1C=CC=C2)OCCN(C)C